2-((5,5-dimethylpiperidin-3-yl)amino)-5-(trifluoromethylpyrimidin-4-yl)-1H-indole-6-carbonitrile CC1(CC(CNC1)NC=1NC2=CC(=C(C=C2C1)C1=NC(=NC=C1)C(F)(F)F)C#N)C